C(C)(=O)[C@@]1(O)[C@@](O)([C@@](O)([C@](O)([C@H](O1)COC(C)=O)C(C)=O)C(C)=O)C(C)=O 1,2,3,4,6-O-pentaacetyl-α-mannose